BrC1=C(C=C(C=C1)OC)C1(SCCS1)C1=CC(=CC=C1)OC (2-bromo-5-methoxyphenyl)-2-(3-methoxyphenyl)-1,3-dithiolane